i-propyl bromide C(C)(C)Br